C(C)(C)(C)NS(=O)(=O)C1=CC=C(C=N1)[C@H]1C([C@@H]1C(=O)OCC)(C)C ethyl (1R,3R)-3-[6-(tert-butylsulfamoyl)pyridin-3-yl]-2,2-dimethylcyclopropanecarboxylate